N-(3-((2-((2-(piperidin-1-ylmethyl)quinolin-6-yl)amino)-7H-pyrrolo[2,3-d]pyrimidin-4-yl)oxy)phenyl)acrylamide N1(CCCCC1)CC1=NC2=CC=C(C=C2C=C1)NC=1N=C(C2=C(N1)NC=C2)OC=2C=C(C=CC2)NC(C=C)=O